C1(=CC=CC=C1)C(C1=CC=CC=C1)=NC1=CC=C(N=N1)N1CC(N(C(C1)C)C(=O)OC(C)(C)C)CC tert-butyl 4-(6-((diphenylmethylene)amino)pyridazin-3-yl)-2-ethyl-6-methylpiperazine-1-carboxylate